N-(2-cyclopropoxy-4-fluorophenyl)acetamide C1(CC1)OC1=C(C=CC(=C1)F)NC(C)=O